COC1=CC=C(C=C1)N1N=CC=2C(C1=O)=C(N(C2C)C2=CC=C(C=C2)OC)C 2,6-bis(4-methoxyphenyl)-5,7-dimethyl-2,6-dihydro-1H-pyrrolo[3,4-d]pyridazin-1-one